(1r,2s)-5'-methoxy-2-{3-[(3-methoxy-6-methylpyrazin-2-yl)amino]-1H-indazol-6-yl}spiro[cyclopropane-1,3'-indol]-2'(1'H)-one COC=1C=C2[C@]3(C(NC2=CC1)=O)[C@@H](C3)C3=CC=C1C(=NNC1=C3)NC3=NC(=CN=C3OC)C